C(=C)S(=O)(=O)N1[C@H](CC1)COC=1C=NC=CC1C1=C(C2=NC=CC=C2N1)C1=CC=CC=C1 |o1:6| 2-(3-{[(2R*)-1-(ethenesulfonyl)azetidin-2-yl]methoxy}pyridin-4-yl)-3-phenyl-1H-pyrrolo[3,2-b]pyridine